ON1C(COCC1)CC(CN1C(=NC=C1[N+](=O)[O-])C)O 1-[3-(4-hydroxymorpholinyl)-2-hydroxypropyl]-2-methyl-5-nitro-1H-imidazole